BrC=1C=C(C=C2C(N(C(NC12)=S)CC1CN(C1)C(=O)OC(C)(C)C)=O)C tert-butyl 3-((8-bromo-6-methyl-4-oxo-2-thioxo-1,4-dihydroquinazolin-3(2H)-yl)methyl)azetidine-1-carboxylate